5-[2-Chloro-5-(methylsulfanyl)phenyl]-3-[3-(trifluoromethoxy)phenyl]-1,2,4-oxadiazole ClC1=C(C=C(C=C1)SC)C1=NC(=NO1)C1=CC(=CC=C1)OC(F)(F)F